2,2,6,6-tetramethyl-4-piperidinyl octadecanoate C(CCCCCCCCCCCCCCCCC)(=O)OC1CC(NC(C1)(C)C)(C)C